C(C)OC(N(C(C)C)C=1C(=NC=CC1OC1=C(C=C(C=C1)N)F)N)=O (2-amino-4-(4-amino-2-fluorophenoxy)pyridin-3-yl)(isopropyl)carbamic acid ethyl ester